1,5-dichloro-1,1,3,3,5,5-hexamethyltrisiloxane Cl[Si](O[Si](O[Si](C)(C)Cl)(C)C)(C)C